5-((3-(((tertbutyldimethylsilyl)oxy)methyl)-2-nitrophenyl)amino)-1,3-dihydro-2H-pyrrolo[2,3-b]pyridin-2-one C(C)(C)(C)[Si](OCC=1C(=C(C=CC1)NC=1C=C2C(=NC1)NC(C2)=O)[N+](=O)[O-])(C)C